FC1=C(C=C(C=C1)F)C1=CC(=CC=C1)C[C@@H]1N(CC([C@@H]1NS(=O)(=O)CC)(F)F)C(=O)C1OCC1 N-[(2S,3R)-2-[(2',5'-difluoro[1,1'-biphenyl]-3-yl)methyl]-4,4-difluoro-1-(oxetane-2-carbonyl)pyrrolidin-3-yl]ethanesulfonamide